N7-(thiophen-2-ylmethyl)guanosine 5'-diphosphate P(O)(=O)(OP(=O)(O)O)OC[C@@H]1[C@H]([C@H]([C@@H](O1)N1C=[N+](C=2C(=O)NC(N)=NC12)CC=1SC=CC1)O)O